4-(7-chloro-2-methyl-1-benzothien-4-yl)-1-(dioxan-2-yl)pyrazole ClC1=CC=C(C=2C=C(SC21)C)C=2C=NN(C2)C2OCCOC2